(1R,5S)-3-(8-cyanoquinolin-5-yl)-5-(trifluoromethyl)-3-azabicyclo[3.1.0]hexane-1-carboxylate C(#N)C=1C=CC(=C2C=CC=NC12)N1C[C@]2(C[C@]2(C1)C(F)(F)F)C(=O)[O-]